C(CCCCCCCCC)N1CN(C2=C1C=CC=C2)C 1-decyl-3-methylbenzimidazole